tert-butyl 4-(14-{[2-(1-methyl-2,6-dioxopiperidin-3-yl)-1,3-dioxo-2,3-dihydro-1H-isoindol-4-yl]amino}-3,6,9,12-tetraoxatetradecan-1-yl)piperazine-1-carboxylate CN1C(C(CCC1=O)N1C(C2=CC=CC(=C2C1=O)NCCOCCOCCOCCOCCN1CCN(CC1)C(=O)OC(C)(C)C)=O)=O